C(C)(C)(C)OC(=O)N1C[C@@H](CCC1)NC1=NC(=NC=C1C(F)(F)F)N (R)-3-((2-amino-5-(trifluoromethyl)pyrimidin-4-yl)amino)piperidine-1-carboxylic acid tert-butyl ester